N1=CC=NC2=CC(=CC=C12)CNC=1N=NC=CC1N1CCN(C2(CC2)C1)C(=O)OC(C)(C)C tert-butyl 7-(3-((quinoxalin-6-ylmethyl)amino)pyridazin-4-yl)-4,7-diazaspiro[2.5]octane-4-carboxylate